2-[6-[(1R)-1-benzamidoethyl]-1-(cyclopropylmethyl)pyrrolo[2,3-b]pyridin-2-yl]-5-methoxy-3-methyl-imidazo[1,2-a]pyridine-7-carboxylic acid C(C1=CC=CC=C1)(=O)N[C@H](C)C1=CC=C2C(=N1)N(C(=C2)C=2N=C1N(C(=CC(=C1)C(=O)O)OC)C2C)CC2CC2